ClC=1C(=NC(=NC1)NC1CC(OCC1)C)C1=CC=C2CN(C(C2=C1)=O)CC(N1CC2=CC=CC=C2CC1)=O 6-{5-chloro-2-[(2-methyloxacyclohex-4-yl)amino]pyrimidin-4-yl}-2-[2-oxo-2-(1,2,3,4-tetrahydroisoquinolin-2-yl)ethyl]-2,3-dihydro-1H-isoindol-1-one